4-amino-N-ethyl-3-methyl-N-((5-(trifluoromethyl)pyridin-2-yl)methyl)-1,3-dihydrofuro[3,4-c]quinoline-8-carboxamide NC1=NC=2C=CC(=CC2C2=C1C(OC2)C)C(=O)N(CC2=NC=C(C=C2)C(F)(F)F)CC